C(C)OC(CC([C@H](C)OC)=O)=O.ClC1=CC(=CC=2CC(OC21)C2=NC(=CC=C2)C2=NN=NN2)C(F)(F)F 2-(7-chloro-5-(trifluoromethyl)-2,3-dihydrobenzofuran-2-yl)-6-(1H-tetrazol-5-yl)pyridine ethyl-(4S)-4-methoxy-3-oxopentanoate